C1(CC1)CN[C@H]1CN(CCC1)C1=CC(N(C=C1)C(C)C=1SC(=NN1)C1=NC(=CN=C1)N(C)C)=O 4-((R)-3-((cyclopropylmethyl)amino)piperidin-1-yl)-1-(1-(5-(6-(dimethylamino)pyrazin-2-yl)-1,3,4-thiadiazol-2-yl)ethyl)pyridin-2(1H)-one